OxazolineAt O1C(=NCC1)C(=O)[O-]